COC(=O)C1=CC=C(C=C1)B(O)O (4-methoxycarbonylphenyl)-boronic acid